ethyl 2-cyclopropyl-6-formylpyrimidine-4-carboxylate C1(CC1)C1=NC(=CC(=N1)C(=O)OCC)C=O